2-({4-[2-(4-chloro-2-fluorophenyl)-2-methyl-2H-1,3-benzodioxol-4-yl]Piperidin-1-yl}methyl)-3-(2-methanesulfonylethyl)-5-[5-(trifluoromethyl)-4H-1,2,4-triazol-3-yl]Pyridine ClC1=CC(=C(C=C1)C1(OC2=C(O1)C=CC=C2C2CCN(CC2)CC2=NC=C(C=C2CCS(=O)(=O)C)C2=NN=C(N2)C(F)(F)F)C)F